FC1=C(OC=2C=C(C=CC2)[C@H](CC(=O)O)NC(=O)NC2C(N(C=CC2=O)C)=O)C=CC(=C1)F (S)-3-(3-(2,4-difluorophenoxy)phenyl)-3-(3-(1-methyl-4-oxo-2-oxo-1,2-dihydropyridin-3-yl)ureido)propanoic acid